N[C@H](C(=O)OC)CC1=CC(=CC=C1)[N+](=O)[O-] methyl (S)-2-amino-3-(3-nitrophenyl)propanoate